ClC1=NC=C(C(=N1)C=1C=NN(C1)C1CCCC1)Cl 2,5-dichloro-4-(1-cyclopentylpyrazol-4-yl)pyrimidine